FC(OC1=CC=C(C=C1)B(O)O)(F)F 4-(trifluoromethoxy)phenyl-boronic acid